C1(CC1)C1=C(C=C2C(=N1)N=C(S2)N2CCOCC2)NC(C2=NC(=CC=C2)N2C[C@H](CC2)O)=O (S)-N-(5-cyclopropyl-2-morpholinothiazolo[4,5-b]pyridin-6-yl)-6-(3-hydroxypyrrolidin-1-yl)picolinamide